CC1(CCC(=O)O1)C γ,γ-dimethyl-γ-butyrolactone